tert-butyl (1-hydroxy-3-(oxetan-3-yl)propan-2-yl)carbamate OCC(CC1COC1)NC(OC(C)(C)C)=O